C1(CC1)C1=CC(=NC2=CC(=CC=C12)C(=O)O)C1=CC=C(C=C1)C(F)(F)F 4-cyclopropyl-2-(4-(trifluoromethyl)phenyl)quinoline-7-carboxylic acid